1-methyl-6-oxo-1,6-dihydropyrimidine-5-carboxylic acid methyl ester COC(=O)C1=CN=CN(C1=O)C